C[Si]1(NCC(CCC1)NC(=O)C1=CC=2C(=CN=C(C2C)C(F)(F)F)N1)C N-(1,1-dimethylsilazepan-4-yl)-4-methyl-5-(trifluoromethyl)-1H-pyrrolo[2,3-c]pyridine-2-carboxamide